C(C1=CC=CC=C1)SC(CCC(C(=O)OC)([2H])[2H])CCSCC1=CC=CC=C1 methyl 5,7-bis(benzylsulfanyl)-2,2-dideuterio-heptanoate